C(C)(C)(C)OC(=O)N1C2=C(C(CCC1)=O)C=CC=C2 5-Oxo-2,3,4,5-tetrahydro-1H-benzo[b]azepine-1-carboxylic acid tert-butyl ester